CO[C@H](C[C@H](C1=CC=C(C=C1)C)NC(=O)C=1C(NC(=CC1)C(F)(F)F)=O)CC N-((1R,3S)-3-methoxy-1-(p-tolyl)pentyl)-2-oxo-6-(trifluoromethyl)-1,2-dihydropyridine-3-carboxamide